C1(=CC=C(C=C1)CNCC(=O)NC1CCCC2=CC=CC=C12)C1=CC=CC=C1 N~2~-(biphenyl-4-ylmethyl)-N-(1,2,3,4-tetrahydronaphthalene-1-yl)glycinamide